ClC=1C(=CC(=C(OCCC(=O)O)C1)[N+](=O)[O-])OC 3-(5-Chloro-4-methoxy-2-nitrophenoxy)propanoic acid